2-(tert-Butoxycarbonyl)-2-hydroxyhexanoic acid C(C)(C)(C)OC(=O)C(C(=O)O)(CCCC)O